BrC=1N=C(C=2N(C1)C(=CN2)Cl)N2[C@H](CC2)C(F)(F)F 6-bromo-3-chloro-8-[(2R)-2-(trifluoromethyl)azetidin-1-yl]imidazo[1,2-a]pyrazine